C1(CC1)C=1C=C(C=2N(C1)C=C(N2)CNC2=CC(=NC=N2)NC(=O)[C@@H]2[C@H](C2)C2=NC=CC(=N2)C)N2CCN(CC2)CC (1S,2S)-N-(6-(((6-cyclopropyl-8-(4-ethyl-piperazin-1-yl)imidazo[1,2-a]pyridin-2-yl)methyl)amino)pyrimidin-4-yl)-2-(4-methylpyrimidin-2-yl)cyclopropane-1-carboxamide